FC1(CNCCC1N1C(SC(=C1)COC=1C=CC2=C(C=C(O2)C)C1)C)F N-(3,3-difluoropiperidin-4-yl)-2-methyl-5-((2-methylthiazol-5-yl)methoxy)benzofuran